sodium 3-((N-Boc-L-alanyl) amino)-3,3-dideutero-1-propanesulfonate C(=O)(OC(C)(C)C)N[C@@H](C)C(=O)NC(CCS(=O)(=O)[O-])([2H])[2H].[Na+]